C1(CC1)C1C(NC(NC1=O)=O)=O 5-Cyclopropylpyrimidine-2,4,6(1H,3H,5H)-trione